C(=O)C1=C(C=CC=C1O)CCC(=O)NC1=NNC(=C1)[C@@H]1C[C@@H](CC1)OC=1N=NC(=CC1)C(C)C 3-(2-formyl-3-hydroxyphenyl)-N-{5-[(1S,3R)-3-[(6-isopropylpyridazin-3-yl)oxy]cyclopentyl]-1H-pyrazol-3-yl}propanamide